(2S)-2-[4-chloro-2-(4-butoxy-4,5-dihydroisoxazol-3-yl)phenoxy]-3-methylbutanoic acid methyl ester COC([C@H](C(C)C)OC1=C(C=C(C=C1)Cl)C1=NOCC1OCCCC)=O